8-[(2s,5r)-4-[(3-fluorophenyl)methyl]-2,5-dimethylpiperazin-1-yl]-5-methyl-6-oxo-5,6-dihydro-1,5-naphthyridine-2-carbonitrile FC=1C=C(C=CC1)CN1C[C@@H](N(C[C@H]1C)C1=CC(N(C=2C=CC(=NC12)C#N)C)=O)C